1,3,5-trimethoxy-2-(trifluoromethyl)benzene COC1=C(C(=CC(=C1)OC)OC)C(F)(F)F